C(C)C1OC=CC=C1 ethyl-pyran